C(C=C)O[C@H]1[C@@H](O[C@@H]([C@H]1O)CO)N1C=NC=2C(=O)NC(N)=NC12 2'-O-allyl-guanosine